(S)-N-(4-(4-amino-7-(1-cyclopentyl-1H-pyrazol-4-yl)-1-methyl-1H-pyrazolo[4,3-c]pyridin-3-yl)-2-(1-(4-fluorophenyl)ethoxy)phenyl)-1,1-difluoromethanesulfonamide NC1=NC=C(C2=C1C(=NN2C)C2=CC(=C(C=C2)NS(=O)(=O)C(F)F)O[C@@H](C)C2=CC=C(C=C2)F)C=2C=NN(C2)C2CCCC2